3-(6-(aminomethyl)-5-fluoro-1-oxoisoindolin-2-yl)piperidine-2,6-dione NCC1=C(C=C2CN(C(C2=C1)=O)C1C(NC(CC1)=O)=O)F